4-hydroxy-3-(methoxy-D3)benzaldehyde [2H]C([2H])([2H])OC1=C(C=CC(=C1)C=O)O